tert-butyl (S)-(5-fluoro-1,3-dihydrospiro[indene-2,4'-piperidin]-1-yl)carbamate FC=1C=C2CC3(CCNCC3)[C@@H](C2=CC1)NC(OC(C)(C)C)=O